O(C1=CC=CC=C1)C1=CC=C(C=C1)C1=NN(C2=NC=NC(=C21)N)[C@H]2CN(CCC2)SCC (R)-3-(4-phenoxyphenyl)-1-(1-(ethylsulfanyl)piperidin-3-yl)-1H-pyrazolo[3,4-d]pyrimidin-4-amine